The molecule is a quaternary ammonium salt obtained by combining (R)-oleoylcarnitine with one molar equivalent of hydrogen chloride. It has a role as a human metabolite. It is a quaternary ammonium salt and an organic chloride salt. CCCCCCCC/C=C\\CCCCCCCC(=O)O[C@H](CC(=O)O)C[N+](C)(C)C.[Cl-]